ClC1=CC=C(C(=N1)C(=O)O)NC(C)C=1C=C(C=C2C(N(C(=NC12)N1CCC(CC1)(F)F)C)=O)C 6-chloro-3-[1-[2-(4,4-difluoropiperidin-1-yl)-3,6-dimethyl-4-oxoquinazolin-8-yl]ethylamino]pyridine-2-carboxylic acid